cis-piperidine-2,4-diyl-dimethanol N1[C@H](C[C@H](CC1)CO)CO